tert-butyl (R)-2-[[[3-[N'-(2-ethyl-4-hydroxy-phenyl)carbamimidoyl]-6-(6-methoxy-4-methyl-3-pyridyl)pyrrolo[1,2-b]pyridazin-4-yl]amino]methyl]pyrrolidine-1-carboxylate C(C)C1=C(C=CC(=C1)O)N=C(N)C1=C(C=2N(N=C1)C=C(C2)C=2C=NC(=CC2C)OC)NC[C@@H]2N(CCC2)C(=O)OC(C)(C)C